FC=1C=C(C(=NC1)[C@@H](C1(CCCC1)C)NC1=C(C(C1=O)=O)NC1=C(C(=NC=C1)C(=O)N(C)C(C)C)O)C (R)-4-((2-(((5-fluoro-3-methylpyridin-2-yl)(1-methylcyclopentyl)methyl)amino)-3,4-dioxocyclobut-1-en-1-yl)amino)-3-hydroxy-N-isopropyl-N-methylpicolinamide